Bis(1-octyloxy-2,2,6,6-tetramethyl-4-piperidyl) sebacat C(CCCCCCCCC(=O)OC1CC(N(C(C1)(C)C)OCCCCCCCC)(C)C)(=O)OC1CC(N(C(C1)(C)C)OCCCCCCCC)(C)C